C(C)(C)(C)OC(N(C[C@H](CC)O)CC1=C(C2=CC=CC=C2C(=C1)Cl)O)=O (S)-((4-chloro-1-hydroxynaphthalen-2-yl)methyl)(2-hydroxybutyl)carbamic acid tert-butyl ester